N-(ethyl-1,1-d2)propan-2-amine C(C)([2H])([2H])NC(C)C